3-bromo-1-(3-chloropyridine-2-yl)-4,5-dihydro-1H-pyrazole BrC1=NN(CC1)C1=NC=CC=C1Cl